C(C)OC(C1=CN=C(C=C1)C#CC=1C=C2C(CCSC2=CC1)(C)C)=O 6-[2-(4,4-dimethylthiochroman-6-yl)-ethynyl]nicotinic acid ethyl ester